C(#C)C1=CC=C(C=C1)C1=CC(=C2C=CC3=C(C=C(C4=CC=C1C2=C34)C3=CC=C(C=C3)C#C)C3=CC=C(C=C3)C#C)C3=CC=C(C=C3)C#C 1,3,6,8-tetra(4-ethynylphenyl)pyrene